5-(4-(1-(2-oxa-6-azaspiro[3.3]hept-6-yl)ethyl)phenyl)-2-amino-N-(4-hydroxy-4-methylcyclohexyl)nicotinamide C1OCC12CN(C2)C(C)C2=CC=C(C=C2)C=2C=NC(=C(C(=O)NC1CCC(CC1)(C)O)C2)N